S(=O)(=O)(O)C=1C=C(C=CC1)N1N=C(CC1=O)C 1-(3-sulfophenyl)-3-methyl-5-pyrazolone